[Cl-].C(C(=C)C)(=O)OCC.[NH4+] ammonium ethyl methacrylate chloride